ClC1=NC=CC(=N1)C=1NC2=CC=C(C=C2C1)Br 2-chloro-4-(5-bromoindolyl)pyrimidine